C1(NNC(C2=CC=CC=C12)=O)=O 2,3-dihydrophthalazine-1,4-dione